Calcium methyltetrahydrofolate COC(CC[C@@H](C(=O)O)NC(=O)C1=CC=C(NCC2CNC=3N=C(N)NC(=O)C3N2)C=C1)=O.[Ca]